FC=1C(=CC(=NC1)C(F)(F)F)N 5-fluoro-2-(trifluoromethyl)pyridin-4-amine